BrC=1C(N(C(=C(C1OCC1=C(C=C(C=C1)F)F)CO)C)C1=C(C=CC=C1F)F)=O 3-bromo-4-[(2,4-difluorobenzyl)oxy]-1-(2,6-difluorophenyl)-5-(hydroxymethyl)-6-methylpyridin-2(1H)-one